5-(3,6-diazabicyclo[3.1.1]heptan-3-yl)-2-(2,6-dioxopiperidin-3-yl)-4,7-difluoroisoindoline-1,3-dione C12CN(CC(N1)C2)C=2C(=C1C(N(C(C1=C(C2)F)=O)C2C(NC(CC2)=O)=O)=O)F